C1=C(OC(=C1)[N+](=O)[O-])/C=N/NC(=O)N The molecule is a semicarbazone resulting from the formal condensation of semicarbazide with 5-nitrofuraldehyde. A broad spectrum antibacterial drug, although with little activity against Pseudomonas species, it is used as a local application for burns, ulcers, wounds and skin infections. It has a role as an antibacterial drug. It is a semicarbazone and a nitrofuran antibiotic.